BrC1=C2C(=CC=C1)N(C(C21CCN(CC1)C(=O)C=1C=C2C=NNC2=CC1)=O)CC(N1CC2N(C(C1)=O)CCC2)=O 4-bromo-1'-(1H-indazole-5-carbonyl)-1-[2-oxo-2-(4-oxo-1,3,6,7,8,8a-hexahydropyrrolo[1,2-a]pyrazin-2-yl)ethyl]spiro[indole-3,4'-piperidin]-2-one